CC(C)(C)[O-].CC(C)(C)[O-].CC(C)(C)[O-].[Zr+3].OC1=C2C(C=C(OC2=CC(=C1)O)C1=CC(=C(C(=C1)O)O)O)=O 5,7,3',4',5'-pentahydroxyflavone zirconium tris-tert-butoxide